(E)-1-(4-((4-([1,2,4]triazolo[1,5-a]pyridin-6-yloxy)-3-methylphenyl)amino)-7,8-dihydropyrido[3',4':4,5]thieno[2,3-d]pyrimidin-6(5H)-yl)-4-(dimethylamino)but-2-en-1-one N=1C=NN2C1C=CC(=C2)OC2=C(C=C(C=C2)NC=2C1=C(N=CN2)SC2=C1CN(CC2)C(\C=C\CN(C)C)=O)C